(2S,4R)-4-(hydroxymethyl)-5-oxopyrrolidin OC[C@H]1CCNC1=O